4-(3-chloro-6-ethoxy-2-fluoro-5-(2-methyl-1,3-dioxolan-2-yl)phenyl)pyrrolidin-2-one ClC=1C(=C(C(=C(C1)C1(OCCO1)C)OCC)C1CC(NC1)=O)F